1-(5-chloropyridin-3-yl)-1H-benzo[d]imidazole ClC=1C=C(C=NC1)N1C=NC2=C1C=CC=C2